FC1(CCC(CC1)C(=O)NCC[C@H](CN1CC(CC1)C1=NC(=CC=C1)C(F)(F)F)O)F 4,4-Difluoro-N-((3R)-3-hydroxy-4-(3-(6-(trifluoromethyl)pyridin-2-yl)pyrrolidin-1-yl)butyl)cyclohexane-1-carboxamide